CC=1NC(=C([C@@H](C1C(=O)O[C@@]1(CN(CC1)CCC(C1=CC=CC=C1)C1=CC=CC=C1)C)C1=CC(=CC=C1)[N+](=O)[O-])C(=O)OC)C ((S)-1-(3,3-Diphenylpropyl)-3-methylpyrrolidin-3-yl) 5-methyl (S)-2,6-dimethyl-4-(3-nitrophenyl)-1,4-dihydropyridine-3,5-dicarboxylate